2-[2-(3-methylphenyl)ethynyl]Benzaldehyde CC=1C=C(C=CC1)C#CC1=C(C=O)C=CC=C1